((Cyclobutylmethyl)imino)(3-(2,5-dimethyl-4-nitrophenoxy)phenyl)(methyl)-λ6-sulfanone C1(CCC1)CN=S(=O)(C)C1=CC(=CC=C1)OC1=C(C=C(C(=C1)C)[N+](=O)[O-])C